COC=1C=C(C=C(C1)C=1C=NN(C1)C)[C@@H](C)NC(C1=C(C=CC(=C1)N1CC(C1)N1CCCCC1)C)=O N-[(1R)-1-[3-Methoxy-5-(1-methylpyrazol-4-yl)phenyl]ethyl]-2-methyl-5-[3-(1-piperidyl)azetidin-1-yl]benzamide